ClC=1C=CC2=C(N=C(S2)C2=C(CN(CC2)C(=O)OC(C)(C)C)C)C1 tert-butyl 4-(5-chlorobenzo[d]thiazol-2-yl)-3-methyl-5,6-dihydropyridine-1(2H)-carboxylate